OC(=O)C(F)(F)F.OC(=O)C(F)(F)F.NCC[C@@H](C(=O)N(CCN1C2CC(CC1CC2)C=2C=C(C(=O)N)C=CC2)CC2CCCCC2)O 3-endo-(8-{2-[((S)-4-amino-2-hydroxybutyryl)cyclohexylmethyl-amino]ethyl}-8-azabicyclo[3.2.1]oct-3-yl)benzamide bisTFA salt